C(C1=CC=CC=C1)[C@@H](CO)NC1=NC(=NC=C1C(=O)OCC)NC1=CC(=C(C=C1)S(=O)(=O)C)C ethyl 4-[[(1S)-1-benzyl-2-hydroxy-ethyl]amino]-2-(3-methyl-4-methylsulfonyl-anilino)pyrimidine-5-carboxylate